5-(2,4-ditert-butoxypyrimidin-5-yl)-3-[(1R)-2,2-difluoro-1-[2-(2-methoxyethoxy)-4-pyridyl]ethoxy]-1-methyl-pyrazolo[3,4-c]pyridazine C(C)(C)(C)OC1=NC=C(C(=N1)OC(C)(C)C)C=1C=C2C(=NN1)N(N=C2O[C@@H](C(F)F)C2=CC(=NC=C2)OCCOC)C